FC1=CC(=CC2=C1N=C(S2)NC(=O)C2CN(CCC2)C2=CC(=NC=C2)C)F N-(4,6-difluorobenzo[d]thiazol-2-yl)-1-(2-methylpyridin-4-yl)piperidine-3-carboxamide